ClC1=CN=C2N1C(=NC(=C2)C=2C=NN(C2C)C2CCNCC2)O[C@H](C)C2=NC=C(C=C2)F 3-Chloro-5-[(1R)-1-(5-fluoro-2-pyridyl)ethoxy]-7-[5-methyl-1-(4-piperidyl)pyrazol-4-yl]imidazo[1,2-c]pyrimidine